FC1(OC2=C(O1)C=CC(=C2)C(C)C2(COC2)C2=NC=CC(=C2)B(O)O)F [2-[3-[1-(2,2-difluoro-1,3-benzodioxol-5-yl)ethyl]oxetan-3-yl]-4-pyridyl]boronic acid